C12CNCC(N1C1=CC(=C3C(N(C(C3=C1)=O)C1C(NC(CC1)=O)=O)=O)F)C2 6-(3,6-diazabicyclo[3.1.1]heptan-6-yl)-2-(2,6-dioxopiperidin-3-yl)-4-fluoroisoindoline-1,3-dione